[O-]CC.[O-]CC.[Ba+2] barium diethoxide